2-(2,6-dioxo-3-piperidyl)-5-[4-[[1-[1-[4-[5-(1-methylcyclopropoxy)-1H-indazol-3-yl]-2-pyridyl]piperidine-4-carbonyl]-4-piperidyl]methyl]piperazin-1-yl]isoindoline-1,3-dione O=C1NC(CCC1N1C(C2=CC=C(C=C2C1=O)N1CCN(CC1)CC1CCN(CC1)C(=O)C1CCN(CC1)C1=NC=CC(=C1)C1=NNC2=CC=C(C=C12)OC1(CC1)C)=O)=O